rel-tert-Butyl N-[3-methyl-5-[[2-[(2R,5S)-5-methyl-2-(4-thiazol-2-ylphenyl)-1-piperidyl]-2-oxo-acetyl]amino]-2-pyridyl]carbamate CC=1C(=NC=C(C1)NC(C(=O)N1[C@H](CC[C@@H](C1)C)C1=CC=C(C=C1)C=1SC=CN1)=O)NC(OC(C)(C)C)=O |o1:12,15|